FC=1C=C(C=C(C1)F)C1=NOC(C1)(C(=O)O)C(C)O 3-(3,5-difluorophenyl)-5-(1-hydroxyethyl)-4H-isoxazole-5-carboxylic acid